C(C)(C)(C)O[C@H](C(=O)OCC)C1=C(C2=C(N=C(S2)C=2C=C3C(=NN(C3=CC2)C)C=2CCN(CC2)C2(COC2)C)C=C1C)C1=CC=C(C=C1)Cl ethyl (S)-2-(tert-butoxy)-2-(7-(4-chlorophenyl)-5-methyl-2-(1-methyl-3-(1-(3-methyloxetan-3-yl)-1,2,3,6-tetrahydropyridin-4-yl)-1H-indazol-5-yl)benzo[d]thiazol-6-yl)acetate